C(C)(CC)OC1=CC=C(C=C1)C(CCO)C 3-(4-(sec-butoxy)phenyl)butan-1-ol